CN(C1=CC=C(C=C1)C=1N(C(=NN1)SCC1=CC=C(C=C1)B(O)O)CCC1=CC=CC=C1)C (4-(((5-(4-dimethylaminophenyl)-4-phenethyl-4H-1,2,4-triazol-3-yl)thio)methyl)phenyl)boronic acid